dibromo-neopentyl glycol BrC(C(C(O)Br)(C)C)O